COC1=C2CN(C(C2=CC(=C1)OC)=O)C1C(NC(CC1)=O)=O 3-(4,6-dimethoxy-1-oxoisoindolin-2-yl)piperidine-2,6-dione